2-(3-methoxy-4-methyl-phenyl)acetic acid COC=1C=C(C=CC1C)CC(=O)O